(6-piperidyl)azulene tert-butyl-4-[(3S)-3-(benzyloxy)pent-4-en-1-yl]-1,4-diazepane-1-carboxylate C(C)(C)(C)OC(=O)N1CCN(CCC1)CC[C@@H](C=C)OCC1=CC=CC=C1.N1CCCCC1C1=CC=C2C=CC=CC=C12